O[C@H]1CN(CC1)CCC1OC2=C(OC1)C=CC(=C2)C=2C(=C(OCCCN1C[C@@H](CC1)O)C=CC2)C (3R)-1-(3-(3-(3-(2-((R)-3-hydroxypyrrolidin-1-yl)ethyl)-2,3-dihydrobenzo[b][1,4]Dioxin-6-yl)-2-methylphenoxy)propyl)pyrrolidin-3-ol